(tert-butyl)-N-(3-fluoro-4-((1-isopropyl-2-keto-2,3-dihydro-1H-imidazo[4,5-b]pyridin-7-yl)oxy)phenyl)-5-(trifluoromethyl)-1H-pyrazole-4-carboxamide C(C)(C)(C)N1N=CC(=C1C(F)(F)F)C(=O)NC1=CC(=C(C=C1)OC1=C2C(=NC=C1)NC(N2C(C)C)=O)F